F[C@@H]1[C@@H]([C@@H](N(C1)C(=O)[C@@H]1OCCC1)CC=1C(=C(C=CC1)C1=C(C(=CC=C1)F)F)F)NS(=O)(=O)CC N-{(2S,3R,4S)-4-fluoro-1-[(2R)-oxolane-2-carbonyl]-2-[(2,2',3'-trifluoro[1,1'-biphenyl]-3-yl)methyl]pyrrolidin-3-yl}ethanesulfonamide